3-((1R,5S)-3-(8-fluoro-7-(3-hydroxynaphthalen-1-yl)-2-(((S)-1-methylpyrrolidin-2-yl)methoxy)quinazolin-4-yl)-3,8-diazabicyclo[3.2.1]octan-8-yl)-3-oxopropanamide FC=1C(=CC=C2C(=NC(=NC12)OC[C@H]1N(CCC1)C)N1C[C@H]2CC[C@@H](C1)N2C(CC(=O)N)=O)C2=CC(=CC1=CC=CC=C21)O